4-methyl-2,4-bis-(4'-hydroxyphenyl)-pentane CC(CC(C)C1=CC=C(C=C1)O)(C)C1=CC=C(C=C1)O